5-(pyridin-3-yl)-3-cyclopropyl-N7-(4-(pyridin-2-yl)benzyl)pyrazolo[1,5-a]pyrimidine-5,7-diamine N1=CC(=CC=C1)C1(N=C2N(C(=C1)NCC1=CC=C(C=C1)C1=NC=CC=C1)NC=C2C2CC2)N